(S)-(R)-1-(3-(allyloxy)phenyl)-3-(3,4-dimethoxyphenyl)propyl 1-((S)-2-(3-(but-3-en-1-yloxy)-4,5-dimethoxyphenyl)-2-cyclohexylacetyl)piperidine-2-carboxylate C(CC=C)OC=1C=C(C=C(C1OC)OC)[C@@H](C(=O)N1[C@H](CCCC1)C(=O)O[C@@H](CCC1=CC(=C(C=C1)OC)OC)C1=CC(=CC=C1)OCC=C)C1CCCCC1